L-Pyroglutamic acid ethyl ester C(C)OC([C@H]1NC(CC1)=O)=O